ClC=1C(=NC(=NC1)N[C@@H]1CCOC[C@H]1O)C=1C=C(C2=C(N(C(=N2)CO)CC(C)(C)F)C1)F 1,5-anhydro-3-({5-chloro-4-[4-fluoro-1-(2-fluoro-2-methylpropyl)-2-(hydroxymethyl)-1H-benzimidazol-6-yl]pyrimidin-2-yl}amino)-2,3-dideoxy-D-threo-pentitol